C(C)(=O)C=1C=C(OC2=C(C(=NN2C)C(F)F)C(=O)N[C@@H](C)C2=CC=C(C(=O)OC)C=C2)C=CC1F methyl (S)-4-(1-(5-(3-acetyl-4-fluorophenoxy)-3-(difluoromethyl)-1-methyl-1H-pyrazole-4-carboxamido)ethyl)benzoate